C(C1=CC=CC=C1)OC(=O)N1CCC2=C(C=CC=C12)CNC1=NC(=NC=2N1N=CC2C(C)C)S(=O)(=O)C 4-(((8-isopropyl-2-(methylsulfonyl)pyrazolo[1,5-a][1,3,5]triazin-4-yl)amino)methyl)Indoline-1-carboxylic acid benzyl ester